BrC1=CC(=C(O[C@@H](C)C2=NN=NN2)C=C1)C1=NOC=C1 5-[(1S)-1-[4-bromo-2-(1,2-oxazol-3-yl)phenoxy]ethyl]-1H-1,2,3,4-tetrazole